NC1=CC2=C(N=C(O2)C2CCOCC2)C=C1C#N 6-amino-2-(tetrahydro-2H-pyran-4-yl)benzo[d]oxazole-5-carbonitrile